COC(=O)C=1C=C2C(=NC1)C(CCO2)=C.N2=C(C=CC=C2)CC(=O)NC2=NN=C(S2)SCCSC2=NN=C(S2)NC(CCC)=O N-(5-(2-(5-(2-(pyridin-2-yl)acetylamino)1,3,4-thiadiazol-2-ylmercapto)ethylthio)-1,3,4-thiadiazol-2-yl)butanamide methyl-4-methylidene-2H,3H-pyrano[3,2-b]pyridine-7-carboxylate